(S)-5-(3-methylmorpholino)indolin-2-one C[C@H]1COCCN1C=1C=C2CC(NC2=CC1)=O